(2S,4R)-1,7,7-trimethylbicyclo[2.2.1]heptan-2-ol CC12[C@H](C[C@@H](CC1)C2(C)C)O